C(C)C(COC=1C=C(OCCNC(CO)(CO)CO)C=C(C1)CCCCCCCCCCCCCCC)CCCC 2-((2-(3-((2-ethylhexyl)oxy)-5-pentadecylphenoxy)ethyl)amino)-2-(hydroxymethyl)propane-1,3-diol